2-(tert-Butyl) 3-ethyl (1R,3S,5R)-5-vinyl-2-azabicyclo[3.1.0]hexane-2,3-dicarboxylate C(=C)[C@]12C[C@H](N([C@@H]2C1)C(=O)OC(C)(C)C)C(=O)OCC